(2-bromo-5-chlorophenyl)benzhydrol BrC1=C(C=C(C=C1)Cl)C(C1=CC=CC=C1)(C1=CC=CC=C1)O